[Se-2].[Mn+2].[Co+2].[Ni+2].[Se-2].[Se-2] Nickel-cobalt-manganese selenide